C(CCCCCC(=O)O)(=O)O heptane-1,7-dioic acid